C1(CCCCC1)P(C1=C(C=CC=C1)C1=C(C=CC=C1NC)NC)C1CCCCC1 2-dicyclohexylphosphino-2',6'-dimethylamino-1,1'-biphenyl